ethyl 2-({6-[(1,3-Benzothiazol-2-yl)amino]-5-methylpyridazin-3-yl}(methyl)amino)-5-[3-(benzyloxy)azetidin-1-yl]-1,3-thiazole-4-carboxylate S1C(=NC2=C1C=CC=C2)NC2=C(C=C(N=N2)N(C=2SC(=C(N2)C(=O)OCC)N2CC(C2)OCC2=CC=CC=C2)C)C